6-(4-(3-chloro-4-fluorophenyl)-1-(1,3-dihydroxypropan-2-yl)-1H-imidazol-5-yl)imidazo[1,2-a]pyridine-3-carboxamide ClC=1C=C(C=CC1F)C=1N=CN(C1C=1C=CC=2N(C1)C(=CN2)C(=O)N)C(CO)CO